2-(2,4-difluorophenyl)-1-(methyl-(4-(pyrimidin-5-ylethynyl)benzyl)amino)-3-(1H-1,2,4-triazol-1-yl)propan-2-ol Calcium bisglycinate NCC(=O)[O-].NCC(=O)[O-].[Ca+2].FC1=C(C=CC(=C1)F)C(CN(CC1=CC=C(C=C1)C#CC=1C=NC=NC1)C)(CN1N=CN=C1)O